N[C@H]1CN(C[C@H](C1(F)F)C)C1=NC=C(C(=N1)NC1=CC2=C(N(C(N2CCC(C)(C)O)=O)C)C=C1)Cl 5-[[2-[(3S,5R)-3-amino-4,4-difluoro-5-methyl-1-piperidinyl]-5-chloro-pyrimidin-4-yl]amino]-3-(3-hydroxy-3-methyl-butyl)-1-methyl-benzimidazol-2-one